N[C@H](C(=O)O)CN (2S)-2,3-diaminopropionic acid